Cl.Cl.N1C=NC(=C1)CCNC(CC(=O)NCCC=1N=CNC1)=O N,N'-bis[2-(1H-imidazol-4-yl)ethyl]propanediamide dihydrochloride